FC1=CC=C(C=C1)CCNC(N)=O 3-[2-(4-fluoro-phenyl)-ethyl]-urea